CC1=NC2=CC=C(C=C2C(=N1)S)OC(F)(F)F 2-methyl-6-(trifluoromethoxy)quinazoline-4-thiol